cyclopentane-1,2,3,4-tetracarboxylate C1(C(C(C(C1)C(=O)[O-])C(=O)[O-])C(=O)[O-])C(=O)[O-]